3-(8-fluoro-5-methyl-1-oxo-1,2-dihydroisoquinolin-3-yl)propionic acid FC=1C=CC(=C2C=C(NC(C12)=O)CCC(=O)O)C